methyl 4-(6-(5-fluoropyridin-3-yl)pyrazin-2-yl)benzoate FC=1C=C(C=NC1)C1=CN=CC(=N1)C1=CC=C(C(=O)OC)C=C1